1-methyl-7-phenoxy-3,4-dihydroisoquinoline-3-carboxylic acid methyl ester COC(=O)C1N=C(C2=CC(=CC=C2C1)OC1=CC=CC=C1)C